1-(difluoromethyl)-4-((1S,2S)-2-(4,4,5,5-tetramethyl-1,3,2-dioxaborolan-2-yl)cyclopropyl)-1H-pyrazole FC(N1N=CC(=C1)[C@@H]1[C@H](C1)B1OC(C(O1)(C)C)(C)C)F